5-(2,3-cis-dimethylcyclopropyl)-N-(2-methyl-4-(4-((1-methyl-1H-pyrazol-4-yl)amino)-1,3,5-triazin-2-yl)benzyl)-1,2,4-oxadiazole-3-carboxamide CC1C(C1C)C1=NC(=NO1)C(=O)NCC1=C(C=C(C=C1)C1=NC=NC(=N1)NC=1C=NN(C1)C)C